5-(5-(2-(3-fluoropiperidin-1-yl)ethyl)-3-isopropyl-1H-indol-2-yl)-1,3-dimethylpyridin-2(1H)-one FC1CN(CCC1)CCC=1C=C2C(=C(NC2=CC1)C=1C=C(C(N(C1)C)=O)C)C(C)C